tert-Butyl (2-(4-((5-Cyclopropyl-1H-pyrazol-3-yl)amino)pyrimidin-2-yl)-2-azaspiro[3.3]heptan-6-yl)carbamate C1(CC1)C1=CC(=NN1)NC1=NC(=NC=C1)N1CC2(C1)CC(C2)NC(OC(C)(C)C)=O